3-Ethyl-7-((4-((1R,2S)-2-hydroxycyclopentane-1-carbonyl)piperazin-1-yl)methyl)quinolin-2(1H)-one C(C)C=1C(NC2=CC(=CC=C2C1)CN1CCN(CC1)C(=O)[C@H]1[C@H](CCC1)O)=O